(6-(4-Fluoro-1H-pyrazol-1-yl)pyridin-3-yl)methanol FC=1C=NN(C1)C1=CC=C(C=N1)CO